C1(CCC1)[C@H]1N(S(C2=C(N(C1)C1=CC=CC=C1)C=C(C(=C2)C=2C=C(C(=O)O)C=CC2CO)F)(=O)=O)C (R)-3-(3-cyclobutyl-7-fluoro-2-methyl-1,1-dioxido-5-phenyl-2,3,4,5-tetrahydrobenzo[f][1,2,5]thiadiazepin-8-yl)-4-(hydroxymethyl)benzoic acid